BrC1=C(C=CC=C1)C1=NN(C=C1)C1=CC=CC=C1 (2-bromophenyl)-1-phenyl-1H-pyrazole